IC1=C(C=CC(=C1)C(F)(F)F)NC(=O)NC(C)C1=NC=CN=C1N1N=CC=N1 1-[2-iodo-4-(trifluoromethyl)phenyl]-3-[1-[3-(triazol-2-yl)pyrazin-2-yl]ethyl]urea